4-({3-[5-(2-cyclopropylethynyl)-1-methyl-1H-1,2,4-triazol-3-yl]-2-methoxyphenyl}amino)-N-deutero-methylpyridazine-3-carboxamide C1(CC1)C#CC1=NC(=NN1C)C=1C(=C(C=CC1)NC1=C(N=NC=C1C)C(=O)N[2H])OC